ClC=1C(=C2C(=NC1COC)CN(C2)C(=O)[C@H]2CN(CC2)C=2C=NC=NC2)C [3-Chloro-2-(methoxymethyl)-4-methyl-5,7-dihydropyrrolo[3,4-b]pyridin-6-yl]-[(3R)-1-pyrimidin-5-ylpyrrolidin-3-yl]methanon